cyclohexane calcium diformate C(=O)[O-].C(=O)[O-].[Ca+2].C1CCCCC1